(dimethyl-phenyl-phosphine) gold chloride [Au](Cl)(Cl)Cl.CP(C1=CC=CC=C1)C